NCCC(CN1CC(N(CC1)C1=C(C(=CC=C1)F)OC)C)O 4-Amino-1-(4-(3-fluoro-2-methoxyphenyl)-3-methylpiperazin-1-yl)butan-2-ol